Cl.BrC1=CC=C(C=C1)C1=CC=C(N1C1=C(C=CC=C1)O)C=1C=C(C(=O)NCCN(C)C)C=CC1 3-[5-(4-bromophenyl)-1-(2-hydroxyphenyl)pyrrol-2-yl]-N-[2-(dimethylamino)ethyl]benzamide hydrochloride